COC(CC1=C(C=CC=C1Cl)Cl)=O 2,6-dichlorophenylacetic acid methyl ester